NC1=NC(=NC(=N1)N)C(C)C=1N=C(NC1)CCCCCCCCCCC 1-(4,6-diamino-s-triazin-2-yl)ethyl-2-undecyl-Imidazole